Cl.Cl.N[C@H](C(=O)OC1=C(C(=CC(=C1)\C=C\C=1[C@H]2C([C@@H](C(C1)=O)C2)(C)C)OC)OC(C(C(C)C)N)=O)C(C)C (2S,2'S)-5-((E)-2-((1R,5S)-6,6-dimethyl-4-oxobicyclo[3.1.1]hept-2-en-2-yl)vinyl)-3-methoxy-1,2-phenylene bis(2-amino-3-methylbutanoate)-dihydrochloride